2-((((5-chloropyridin-2-yl)methyl)amino)methylene)-5-phenylcyclohexane-1,3-dione ClC=1C=CC(=NC1)CNC=C1C(CC(CC1=O)C1=CC=CC=C1)=O